C1(CCCC1)(CCO)CCO 2,2'-(cyclopentane-1,1-diyl)diethanol